(S)-2-(2-hydroxy-1-phenylethyl)-6-(2-((1-methyl-1H-pyrazol-4-yl)amino)pyrimidin-4-yl)isoindolin-1-one OC[C@H](C1=CC=CC=C1)N1C(C2=CC(=CC=C2C1)C1=NC(=NC=C1)NC=1C=NN(C1)C)=O